C(C1=CC=CC=C1)(=O)NC(=S)NC1=C(C=CC(=C1)F)C 1-benzoyl-3-(5-fluoro-2-methylphenyl)thiourea